N1(C=NC=C1)CCCNC1=C(C=NC2=CC=C(C=C12)C1=CC=C(C=C1)N(C(OC(C)(C)C)=O)C)C=1OC=NN1 tert-butyl (4-(4-((3-(1H-imidazol-1-yl)propyl)amino)-3-(1,3,4-oxadiazol-2-yl)quinolin-6-yl)phenyl)(methyl)carbamate